ClC=1C=C(COC2[C@@H]3[C@H](N([C@H](C2)CC3)C(C(C3=CC=CC=C3)C3=CC=CC=C3)=O)C(=O)O)C=CC1 (1S,3S,4S)-5-((3-chlorobenzyl)oxy)-2-(2,2-diphenylacetyl)-2-azabicyclo[2.2.2]octane-3-carboxylic acid